molybdenum succinimide C1(CCC(N1)=O)=O.[Mo]